2-[3-(2-methoxyethoxy)-2-nitropyridin-4-yl]-1H,5H,6H,7H-pyrrolo[3,2-c]pyridin-4-one COCCOC=1C(=NC=CC1C1=CC=2C(NCCC2N1)=O)[N+](=O)[O-]